2-[3-fluoro-2-(methoxymethoxy)-6-methyl-4-(trifluoromethyl)phenyl]-4,4,5,5-tetramethyl-1,3,2-dioxaborolane FC=1C(=C(C(=CC1C(F)(F)F)C)B1OC(C(O1)(C)C)(C)C)OCOC